tert-butyl 4-(4-(5-(2-bromo-6-fluorophenyl)-4,5-dihydroisoxazol-3-yl)thiazol-2-yl)piperidine-1-carboxylate BrC1=C(C(=CC=C1)F)C1CC(=NO1)C=1N=C(SC1)C1CCN(CC1)C(=O)OC(C)(C)C